(1R,3r,5S)-8-methyl-8-azabicyclo[3.2.1]oct-3-yl-(2RS)-2-hydroxy-3-phenylpropionate CN1[C@H]2CC(C[C@@H]1CC2)OC([C@@H](CC2=CC=CC=C2)O)=O |&1:11|